C1=CC=C(C=C1)CN2C=CC(=NC2=O)N benzylCytosine